C(C)(=O)C1(CC=CC=C1)C1=CC=CC=C1 1-acetylbiphenyl